N1CC(C1)N(C(OC(C)(C)C)=O)C tert-butyl azetidin-3-yl(methyl)carbamate